p-n-butylstyrene C(CCC)C1=CC=C(C=C)C=C1